C(CCCCCCCCCCCCCCC(C)C)(=O)O[Ti](OC(CCCCCCCCCCCCCCC(C)C)=O)OC(CCCCCCCCCCCCCCC(C)C)=O triisostearoyloxytitanium